N-allyl-3,4-Methylenedioxyamphetamine C(C=C)NC(C)CC1=CC2=C(C=C1)OCO2